diphenyl (1-((2-(((4-methoxyphenyl)sulfonyl)methyl)benzyl)amino)butyl)phosphonate COC1=CC=C(C=C1)S(=O)(=O)CC1=C(CNC(CCC)P(OC2=CC=CC=C2)(OC2=CC=CC=C2)=O)C=CC=C1